tetra-hexyl-phosphonium C(CCCCC)[P+](CCCCCC)(CCCCCC)CCCCCC